ClC1=C(C=CC(=C1O)F)C1=NN=C(S1)CN1C2(CC2)C(N(C1=O)CC1=C(C=C(C=C1)F)F)=O 4-((5-(2-chloro-4-fluoro-3-hydroxyphenyl)-1,3,4-thiadiazol-2-yl)methyl)-6-(2,4-difluorobenzyl)-4,6-diazaspiro[2.4]heptane-5,7-dione